(2S)-2-[5-(1-benzofuran-5-sulfonyl)-1H,2H,3H,4H,5H,6H-pyrrolo[3,4-c]pyrrole-2-carbonyl]-1-(3-methoxybenzoyl)pyrrolidine O1C=CC2=C1C=CC(=C2)S(=O)(=O)N2CC1=C(C2)CN(C1)C(=O)[C@H]1N(CCC1)C(C1=CC(=CC=C1)OC)=O